N-[(3S)-5-methyl-4-oxo-2,3-dihydro-1,5-benzoxazepin-3-yl]-6-(2,2,2-trifluoroethyl)-5,6,7,8-tetrahydro-imidazo[1,5-a]pyridine-3-carboxamide CN1C([C@H](COC2=C1C=CC=C2)NC(=O)C2=NC=C1N2CC(CC1)CC(F)(F)F)=O